(3R)-4-(tert-butoxycarbonyl)thiomorpholine-3-carboxylic acid C(C)(C)(C)OC(=O)N1[C@@H](CSCC1)C(=O)O